ethyl (R)-12-(benzyloxy)-3,3-dimethyl-8-oxo-11-(trifluoromethoxy)-2,3,8,13b-tetrahydro-1H-pyrido[2,1-a]pyrrolo[1,2-c]phthalazine-7-carboxylate C(C1=CC=CC=C1)OC1=CC=2[C@@H]3N(N4C(C2C=C1OC(F)(F)F)=CC(C(=C4)C(=O)OCC)=O)C(CC3)(C)C